CN(CC(=O)O)C.[K] potassium N,N-dimethylglycine